BrC1=C(N=C2N(C1=O)C=CC=C2)N[C@@H]2C[C@@H](CN(C2)C)C2=CC=C(OCC(=O)N1CCC(CC1)COC1=C3C(N(C(C3=CC=C1)=O)C1C(NC(CC1)=O)=O)=O)C=C2 4-[[1-[2-[4-[(3R,5R)-5-[(3-Bromo-4-oxo-pyrido[1,2-a]pyrimidin-2-yl)amino]-1-methyl-3-piperidyl]phenoxy]acetyl]-4-piperidyl]methoxy]-2-(2,6-dioxo-3-piperidyl)isoindoline-1,3-dione